(2-(((1R,3s,5S)-9-(ethylsulfonyl)-9-azabicyclo[3.3.1]nonan-3-yl)(methyl)amino)-5-fluoro-6-((5-methyl-1H-pyrazol-3-yl)amino)pyrimidin-4-yl)methyl propionate C(CC)(=O)OCC1=NC(=NC(=C1F)NC1=NNC(=C1)C)N(C)C1C[C@H]2CCC[C@@H](C1)N2S(=O)(=O)CC